3-Phenyl-2,5-dihydrofuran-2-one C1(=CC=CC=C1)C=1C(OCC1)=O